C12CNCC(CC1)N2C2=NC(=C(C(=N2)NC=2C=C1C=NNC1=CC2)C)Cl N-(2-(3,8-diazabicyclo[3.2.1]oct-8-yl)-6-chloro-5-methylpyrimidin-4-yl)-1H-indazol-5-amine